(E)-6-((4-Amino-8-(4-(2-cyanovinyl)-2,6-dimethylphenyl)-6-methoxyquinazolin-2-yl)amino)nicotinonitrile NC1=NC(=NC2=C(C=C(C=C12)OC)C1=C(C=C(C=C1C)\C=C\C#N)C)NC1=NC=C(C#N)C=C1